O=C1NC(CCC1N1C(C2=CC=CC(=C2C1)C#CCCNC(C1=NC=CC=C1)=O)=O)=O N-(4-(2-(2,6-dioxopiperidin-3-yl)-1-oxoisoindolin-4-yl)but-3-yn-1-yl)picolinamide